tert-butyl 6-(4-(methoxycarbonyl)phenyl)-2-oxo-7-azaspiro[3.5]nonane-7-carboxylate COC(=O)C1=CC=C(C=C1)C1CC2(CC(C2)=O)CCN1C(=O)OC(C)(C)C